FC1=C(CC2=C3N(C=C(N2)C2=CC=CC=C2)C(C(=N3)CC=3OC(=CC3)C)=O)C(=CC=C1)F 8-(2,6-Difluorobenzyl)-2-((5-methylfuran-2-yl)methyl)-6-phenylimidazo[1,2-a]pyrazin-3(7H)-one